S([O-])(O)(=O)=O.C[N+](CCCCCCCC)(CCCCCCCC)CCCCCCCC methyltrioctyl-ammonium bisulfate